N-o-chlorophenyl-N-methyl-2-(2-ethoxy-4-fluorobenzoyl)-2-aza-6-spiro[3.3]heptanecarboxamide ClC1=C(C=CC=C1)N(C(=O)C1CC2(CN(C2)C(C2=C(C=C(C=C2)F)OCC)=O)C1)C